1-(2-isobutylbenzyl)-1H-indole-5-carboxylic acid C(C(C)C)C1=C(CN2C=CC3=CC(=CC=C23)C(=O)O)C=CC=C1